(2S,4S)-4-aminopyrrolidine-1,2-dicarboxylic acid 1-(tert-butyl) 2-methyl ester COC(=O)[C@H]1N(C[C@H](C1)N)C(=O)OC(C)(C)C